2-trimethylsilylethyl N-[2-[2-[2-aminoethyl(methyl)amino]ethyl-methyl-amino]-4-methoxy-5-[[4-(1-methylindol-3-yl)pyrimidin-2-yl]amino]phenyl]carbamate NCCN(CCN(C1=C(C=C(C(=C1)OC)NC1=NC=CC(=N1)C1=CN(C2=CC=CC=C12)C)NC(OCC[Si](C)(C)C)=O)C)C